NC=1N=NC(=CN1)C=1C=C2C(=NC=NC2=CC1)NC(C)C1=CC=CC=C1 6-(3-amino-1,2,4-triazin-6-yl)-N-(1-phenylethyl)quinazolin-4-amine